N-[(3S,4S)-4-fluoropyrrolidin-3-yl]-6-[6-(1-methylcyclopropyl)imidazo[1,2-a]pyrazin-3-yl]pyridin-2-amine F[C@@H]1[C@H](CNC1)NC1=NC(=CC=C1)C1=CN=C2N1C=C(N=C2)C2(CC2)C